Methyl 2-(2,2-dimethyl-4-oxo-3,8,11,14,17-pentaoxa-5-azaicos-19-yn-20-yl)isonicotinate CC(C)(OC(NCCOCCOCCOCCOCC#CC=1C=C(C(=O)OC)C=CN1)=O)C